ClC=1C=C(C=CC1F)NC(=O)C=1C=2CCC3(C2C(=CC1)F)NC(NC3=O)=O N-(3-chloro-4-fluoro-phenyl)-7'-fluoro-2,5-dioxo-spiro[imidazolidine-4,1'-indane]-4'-carboxamide